5-(7-fluoro-2-methyl-2H-indazol-5-yl)-2-{6-[(3R,5S)-3,4,5-trimethylpiperazin-1-yl]pyridazin-3-yl}pyridin-3-ol FC1=CC(=CC2=CN(N=C12)C)C=1C=C(C(=NC1)C=1N=NC(=CC1)N1C[C@H](N([C@H](C1)C)C)C)O